NC=1C2=C(N=CN1)N(C=C2C=2SC=CN2)[C@H]2[C@@H]([C@@H]([C@H](C2)CNCCCNCCC2=CC=CC=C2)O)O (1R,2S,3R,5R)-3-(4-amino-5-(thiazol-2-yl)-7H-pyrrolo[2,3-d]pyrimidin-7-yl)-5-(((3-(phenethylamino)propyl)amino)methyl)cyclopentane-1,2-diol